isopropyl ((hydroxymethyl)(phenoxy)phosphoryl)-L-alaninate OCP(=O)(OC1=CC=CC=C1)N[C@@H](C)C(=O)OC(C)C